[C@H]12OC[C@H](N(C1)C1=C3C=CNC(C3=CN=C1)=O)C2 5-[(1R,4R)-2-oxa-5-azabicyclo[2.2.1]heptan-5-yl]-2,7-naphthyridin-1-one